C1=CC=C(C=2C3=CC=CC=C3NC12)OCC(CNCCC(O)C=1C=CC=C2C=CC=NC12)O 3-((3-((9H-carbazol-4-yl)oxy)-2-hydroxypropyl)amino)-1-(quinolin-8-yl)propan-1-ol